(2-chloro-5-fluorophenyl){2,6-dibromo-3-nitro-4-[(2,2,2-trifluoroethyl)amino]phenyl}methanone ClC1=C(C=C(C=C1)F)C(=O)C1=C(C(=C(C=C1Br)NCC(F)(F)F)[N+](=O)[O-])Br